N-ethyl-N-((8-methylquinazolin-2-yl)methyl)ethylamine hydrochloride Cl.C(C)N(CC1=NC2=C(C=CC=C2C=N1)C)CC